5-[(1S,5S)-2-methyl-2,6-diazabicyclo[3.2.0]Heptan-6-yl]Pyrazine-2-carboxamide CN1[C@H]2CN([C@H]2CC1)C=1N=CC(=NC1)C(=O)N